C(C)(C)[C@H]1C(CC(NC1)=O)=O (R)-5-isopropylpiperidine-2,4-dione